N1(CCOCC1)C1=NNC=C1 Morpholinylpyrazole